6-ethoxy-1,2-dihydro-1-hydroxy-2-oxo-4-Pyridinecarboxylic acid, methyl ester C(C)OC1=CC(=CC(N1O)=O)C(=O)OC